FC(C(=O)O)(F)F.CC(C)(C)[S@@](=O)N[C@@H]1[C@@H](OCC12CCNCC2)C (R)-2-methyl-N-((3S,4S)-3-methyl-2-oxa-8-azaspiro[4.5]decan-4-yl)propane-2-sulfinamide 2,2,2-trifluoroacetate